[Si](C1=CC=CC=C1)(C1=CC=CC=C1)(C(C)(C)C)OCC(CC1=C(N=NC(=C1C)Cl)Cl)OCCN(C(OCC1C2=CC=CC=C2C=2C=CC=CC12)=O)C (9H-fluoren-9-yl)methyl N-[2-({1-[(tert-butyldiphenylsilyl)oxy]-3-(3,6-dichloro-5-methylpyridazin-4-yl)propan-2-yl}oxy)ethyl]-N-methylcarbamate